FC1=C(C(=CC(=C1)NC1=NC=CC(=N1)O)O)N1CC(NS1(=O)=O)=O 5-[2-Fluoro-6-hydroxy-4-[(4-hydroxypyrimidin-2-yl)amino]phenyl]-1,1-dioxo-1,2,5-thiadiazolidin-3-one